N-cyclopropylmethanesulfonamide trifluoroacetate FC(C(=O)O)(F)F.C1(CC1)NS(=O)(=O)C